1-[2-[7-(4-fluoro-2-methoxy-phenyl)-4-(1-methylpyrazol-4-yl)thieno[3,2-c]pyridin-6-yl]-6,7-dihydro-4H-pyrazolo[1,5-a]pyrazin-5-yl]prop-2-en-1-one FC1=CC(=C(C=C1)C=1C2=C(C(=NC1C1=NN3C(CN(CC3)C(C=C)=O)=C1)C=1C=NN(C1)C)C=CS2)OC